N-[2-[3-chloro-5-(trifluoromethyl)pyridin-2-yl]ethyl]-2-[1-[(2,3-difluorophenyl)methyl]-5-oxopyrrolidin-2-yl]acetamide ClC=1C(=NC=C(C1)C(F)(F)F)CCNC(CC1N(C(CC1)=O)CC1=C(C(=CC=C1)F)F)=O